CC=1C=C(C(=O)[O-])C=CC1 3-methyl-benzoat